(2S,5R)-2-(N-(1,1-Dioxidotetrahydro-2H-thiopyran-4-yl) carbamimidoyl)-7-oxo-1,6-diazabicyclo[3.2.1]octan-6-yl hydrogen sulfate S(=O)(=O)(ON1[C@@H]2CC[C@H](N(C1=O)C2)C(NC2CCS(CC2)(=O)=O)=N)O